3-benzoyl-1-(1-(4-ethynylphenyl)-2-oxopyrrolidin-3-yl)pyrimidine-2,4(1H,3H)-dione C(C1=CC=CC=C1)(=O)N1C(N(C=CC1=O)C1C(N(CC1)C1=CC=C(C=C1)C#C)=O)=O